naphthyl(benzoanthracenyl)anthracene-d8 C1(=CC=CC2=CC=CC=C12)C1=C2C(=C(C(=C(C2=C(C=2C(=C(C(=C(C12)[2H])[2H])[2H])[2H])[2H])[2H])[2H])[2H])C1=CC=CC=2C=CC=3C=C4C=CC=CC4=CC3C21